O(C)C1=NSC(=N1)NC(=O)N1C[C@@H]2[C@H](C1)CC(C2)N(C=2C1=C(N=CN2)NC=C1)C (3aR,5S,6aS)-N-(3-methoxyl-1,2,4-thiadiazol-5-yl)-5-(methyl(7H-pyrrolo[2,3-d]pyrimidin-4-yl)amino)hexahydrocyclopenta[c]pyrrole-2(1H)-carboxamide